2,3-diphenylquinolin-6-amine C1(=CC=CC=C1)C1=NC2=CC=C(C=C2C=C1C1=CC=CC=C1)N